ethyl 3-(3-{1-[5-(1H-indole-2-carbonyl)-1H,4H,5H,6H,7H-pyrazolo[4,3-c]pyridin-3-yl]-N-methylformamido}-N-methylpropanamido)propanoate N1C(=CC2=CC=CC=C12)C(=O)N1CC2=C(CC1)NN=C2C(=O)N(C)CCC(=O)N(C)CCC(=O)OCC